NC1=C(C(=O)O)C=C(C(=N1)Cl)Cl 2-Amino-5,6-dichloronicotinic acid